N-(4-(4-amino-7-(1-(2-hydroxyacetyl)piperidin-3-yl)-6-methyl-7H-pyrrolo[2,3-d]pyrimidin-5-yl)benzyl)-5-fluoro-2-methoxybenzamide NC=1C2=C(N=CN1)N(C(=C2C2=CC=C(CNC(C1=C(C=CC(=C1)F)OC)=O)C=C2)C)C2CN(CCC2)C(CO)=O